C(C1=CC=CC=C1)NC(N(C1=NC=C(C=C1)C=1C=NN(C1)C)[C@@H]1CC[C@H](CC1)NC1=NC=C(C(=N1)C=1C=CC2=CN(N=C2C1)C)C#N)=O 3-benzyl-1-(trans-4-((5-cyano-4-(2-methyl-2H-indazol-6-yl)pyrimidin-2-yl)amino)cyclohexyl)-1-(5-(1-methyl-1H-pyrazol-4-yl)pyridin-2-yl)urea